4-(benzyloxy)-3-{[(benzyloxy)carbonyl]amino}phenylboronic acid C(C1=CC=CC=C1)OC1=C(C=C(C=C1)B(O)O)NC(=O)OCC1=CC=CC=C1